methyl 6-((4-bromo-2-fluorophenyl) amino)-7-fluoro-3-methylbenzofuran-5-carboxylate BrC1=CC(=C(C=C1)NC1=C(C2=C(C(=CO2)C)C=C1C(=O)OC)F)F